N-(4-oxo-[1,1'-biphenyl]-1(4H)-yl)methanesulfonamide O=C1C=CC(C=C1)(C1=CC=CC=C1)NS(=O)(=O)C